The molecule is the hydrochloride salt of diphenylpyraline. A sedating antihistamine, it is used as the hydrochloride for the symptomatic relief of allergic conditions including rhinitis and hay fever, and in pruritic skin disorders. It has a role as a cholinergic antagonist and a H1-receptor antagonist. It contains a diphenylpyraline. C[NH+]1CCC(CC1)OC(C2=CC=CC=C2)C3=CC=CC=C3.[Cl-]